N-((2-(2-methoxypyridin-4-yl)thiazol-5-yl)methyl)-1-methyl-3-(trifluoro-methyl)-1H-pyrazole-5-carboxamide COC1=NC=CC(=C1)C=1SC(=CN1)CNC(=O)C1=CC(=NN1C)C(F)(F)F